(trans-1,3-dimethylpiperidin-4-yl)-1-(3-fluorobenzyl)cyclopropane-1-carboxamide CN1C[C@H]([C@@H](CC1)C1C(C1)(C(=O)N)CC1=CC(=CC=C1)F)C